Cl.C(C)OC(=O)C=1N(N=C2C1N=CC=C2O)C2=CC=C(C=C2)OC2=CC=CC=C2.BrC=2C=1C(N=CC2)=C(N(N1)C1=CC=C(C=C1)OC1=CC=CC=C1)C(=O)OCC ethyl 7-bromo-2-(4-phenoxyphenyl)-2H-pyrazolo[4,3-b]pyridine-3-carboxylate Ethyl-7-hydroxy-2-(4-phenoxyphenyl)-2H-pyrazolo[4,3-b]pyridine-3-carboxylate hydrogen chloride